4-[1-(Benzenesulfonyl)pyrrolo[2,3-b]pyridin-4-yl]-3-methyl-aniline C1(=CC=CC=C1)S(=O)(=O)N1C=CC=2C1=NC=CC2C2=C(C=C(N)C=C2)C